methyl 2-(5-(4-(trifluoromethyl)phenyl)pyridin-3-yl)acetate FC(C1=CC=C(C=C1)C=1C=C(C=NC1)CC(=O)OC)(F)F